BrCC(=O)C1=CC(=CC=C1)O 2-bromo-3'-hydroxyacetophenone